(2R,4R)-1-(3-chloro-2-fluorobenzyl)-4-((3,5-difluoro-6-((5-methyl-1H-pyrazol-3-yl)amino)-4-(pyridazin-3-yl)pyridin-2-yl)methyl)-2-methylpiperidine-4-carboxylic acid ClC=1C(=C(CN2[C@@H](C[C@@](CC2)(C(=O)O)CC2=NC(=C(C(=C2F)C=2N=NC=CC2)F)NC2=NNC(=C2)C)C)C=CC1)F